NC1=CC=CC(=N1)C1=NN=CN1[C@@H](C(=O)O)C (R)-2-(3-(6-aminopyridin-2-yl)-4H-1,2,4-triazol-4-yl)propionic acid